[OH-].[OH-].[OH-].C(CCCCCCC)[Hf+3] mono-n-octyl-hafnium trishydroxide